(2S,4R)-N-[(1R)-1-[1-(benzenesulfonyl)pyrrolo[3,2-c]pyridin-2-yl]ethyl]-4-(difluoromethoxy)pyrrolidine-2-carboxamide C1(=CC=CC=C1)S(=O)(=O)N1C(=CC=2C=NC=CC21)[C@@H](C)NC(=O)[C@H]2NC[C@@H](C2)OC(F)F